N-(4-cyclobutyl-1-methyl-5-(4-(trifluoromethoxy)phenyl)-1H-pyrazol-3-yl)-2-hydroxy-2-phenylpropanamide C1(CCC1)C=1C(=NN(C1C1=CC=C(C=C1)OC(F)(F)F)C)NC(C(C)(C1=CC=CC=C1)O)=O